3-(isoquinolin-4-yl)-1-(6-methoxypyridin-3-yl)-2-oxoimidazoline-4-carbonitrile C1=NC=C(C2=CC=CC=C12)N1C(N(CC1C#N)C=1C=NC(=CC1)OC)=O